COC(C1=C(C=C(C=C1O)OC1CCC1)C=CC1=CC=C(C=C1)F)=O methyl-4-cyclobutoxy-2-(4-fluorostyryl)-6-hydroxybenzoate